di-sulfane SS